C1(CC1)[C@@H](CCC=1C(=NC=C(C1)CC)I)O (R)-1-cyclopropyl-3-(5-ethyl-2-iodopyridin-3-yl)-1-propanol